nickel-cobalt selenide [Co]=[Se].[Ni]